methyl-5,6-dichloro-1-indanone CC1C(C2=CC(=C(C=C2C1)Cl)Cl)=O